6-ethyl-2,3-dimercaptoquinoxaline C(C)C=1C=C2N=C(C(=NC2=CC1)S)S